1-((3S,4R)-4-Hydroxy-3-((R)-5H-imidazo[5,1-a]isoindol-5-yl)piperidin-1-yl)ethanon O[C@H]1[C@@H](CN(CC1)C(C)=O)[C@H]1N2C(C3=CC=CC=C13)=CN=C2